3-bromo-4-chlorobenzo[d]isothiazole BrC1=NSC2=C1C(=CC=C2)Cl